C1(=CC=CC2=CC=CC=C12)C(CC(=O)C1=CC=CC=C1)=O 1-naphthyl-3-phenyl-1,3-propanedione